N-[1-(4-aminophenyl)ethyl]acetamide calcium carbonate C([O-])([O-])=O.[Ca+2].NC1=CC=C(C=C1)C(C)NC(C)=O